2-methyl-1-(1-((2-methylthiazol-4-yl)ethynyl)-3-azabicyclo[3.1.0]hexan-3-yl)propan-1-one CC(C(=O)N1CC2(CC2C1)C#CC=1N=C(SC1)C)C